tert-butyl (2S,4R)-4-fluoro-2-(phenethylcarbamoyl)pyrrolidine-1-carboxylate F[C@@H]1C[C@H](N(C1)C(=O)OC(C)(C)C)C(NCCC1=CC=CC=C1)=O